1-methylhexahydroazepine-4-one hydrochloride Cl.CN1CCC(CCC1)=O